FC(=C(F)F)[SiH3] trifluorovinyl-silane